FC(C(C(C(C(C(C=O)(F)F)(F)F)(F)F)(F)F)(F)F)F dodecafluoroheptanal